methyl 2-methyl-2-(6-methyl-1H-pyrrolo[2,3-b]pyridin-1-yl)propanoate CC(C(=O)OC)(C)N1C=CC=2C1=NC(=CC2)C